di-(2-chlorobenzoyl) peroxide ClC1=C(C(=O)OOC(C2=C(C=CC=C2)Cl)=O)C=CC=C1